1,4,7,10,13-pentaazacyclopentadecaneN N1=CCNCCNCCNCCNCC1